2-(2,6-dichloro-4-(trifluoromethyl)phenyl)-4-methoxyquinoline-7-carboxylic acid ClC1=C(C(=CC(=C1)C(F)(F)F)Cl)C1=NC2=CC(=CC=C2C(=C1)OC)C(=O)O